COC(=O)C1(CCC2(C(=CC3=CC=CC=C23)CCCO)CC1)NC1=CC(=CC=C1)Br (1r,4r)-4-(3-bromoanilino)-2'-(3-hydroxypropyl)spiro[cyclohexane-1,1'-indene]-4-carboxylic acid methyl ester